CC=1N=C2N(C=CC=C2)C1C=O (2-methylimidazo[1,2-a]pyridin-3-yl)methanone